tert-butyl (2-((6-bromopyridin-2-yl)oxy)ethyl)carbamate BrC1=CC=CC(=N1)OCCNC(OC(C)(C)C)=O